FC(C(=O)O)(F)F.BrC1=CC=C2C(=N1)N=C(O2)NC2CCCN1CC(CC21)O 8-((5-Bromooxazolo[4,5-b]pyridin-2-yl)amino)octahydroindolizin-2-ol 2,2,2-trifluoroacetate